C1(CCCC1)C1=CC(=NN1)NC1=NC(=NC=C1)N1C2CC(C1)(C2)CN2CCS(CC2)(=O)=O N-(5-Cyclopentyl-1H-pyrazol-3-yl)-2-[4-[(1,1-dioxo-1,4-thiazinan-4-yl)methyl]-2-azabicyclo[2.1.1]hexan-2-yl]pyrimidin-4-amine